BrC1=NN=C(O1)N1CCC(CC1)NC(COC1=CC(=C(C=C1)Cl)F)=O N-[1-(5-bromo-1,3,4-oxadiazol-2-yl)piperidin-4-yl]-2-(4-chloro-3-fluorophenoxy)acetamide